OCC1CCN(CC1)C(C)=O 1-[4-(hydroxymethyl)piperidin-1-yl]ethan-1-one